C(C)(C)(C)OC(CC1(CCN(CC1)C1=C(C=C(C=C1)N[C@@H]1C(NC(CC1)=O)=O)Cl)O)=O.FC(OC1=C(C(=NC=C1)C#N)F)F (difluoromethoxy)-3-fluoropyridinenitrile tert-butyl-(S)-2-(1-(2-chloro-4-((2,6-dioxopiperidin-3-yl)amino)phenyl)-4-hydroxypiperidin-4-yl)acetate